C(#N)N=S(=O)(C)C1=CC=C(C(=O)O)C=C1 4-(N-cyano-S-methyl-sulfonimidoyl)benzoic acid